tert-butyl N-(4-formyl-1-bicyclo[2.2.2]octanyl)carbamate C(=O)C12CCC(CC1)(CC2)NC(OC(C)(C)C)=O